(2-methoxyphenyl)(phenyl)phosphine oxide COC1=C(C=CC=C1)P(C1=CC=CC=C1)=O